4-(azepan-1-yl)-5-methoxy-6-((5-methyl-1H-pyrazol-3-yl)amino)pyrimidin N1(CCCCCC1)C1=NC=NC(=C1OC)NC1=NNC(=C1)C